C12(CC3CC(CC(C1)C3)C2)C(=O)OCCCCC(C(S(=O)(=O)[O-])(F)F)(F)F.C2(=CC=CC=C2)[S+](C2=CC=CC=C2)C2=CC=CC=C2 triphenyl-sulfonium 6-(1-adamantyl-carbonyloxy)-1,1,2,2-tetrafluorohexane-1-sulfonate